C(C)(C)(C)OC(=O)N1C[C@@H]([C@H](CC1)F)NC1=C(C=C(C(=N1)C1=CN=C2N1C=CC(=C2)C(=O)O)F)F 3-(6-(((3S,4S)-1-(tert-butoxycarbonyl)-4-fluoropiperidin-3-yl)amino)-3,5-difluoropyridin-2-yl)imidazo[1,2-a]pyridine-7-carboxylic acid